C(#N)C1=C(SC=C1)NC(COC=1C=CC=C2C(=NN(C12)C)C1C(NC(CC1)=O)=O)=O N-(3-cyanothiophen-2-yl)-2-((3-(2,6-dioxopiperidin-3-yl)-1-methyl-1H-indazol-7-yl)oxy)acetamide